Ethyl ((4-cyclopropyl-6-((3'-(4-cyclopropyl-5-(((2-hydroxyethyl)amino) methyl)picolinamido)-2,2'-dimethyl-[1,1'-biphenyl]-3-yl)carbamoyl)pyridin-3-yl)methyl)-L-serinate C1(CC1)C1=C(C=NC(=C1)C(NC=1C(=C(C=CC1)C1=C(C(=CC=C1)NC(C1=NC=C(C(=C1)C1CC1)CNCCO)=O)C)C)=O)CN[C@@H](CO)C(=O)OCC